FC1CC(N(C1)C(CC1=CC=NN1C)=O)C(=O)NC(C1=CC=C(C=C1)C(C)C)C1=CC=CC=C1 4-fluoro-1-[2-(1-methyl-1H-pyrazol-5-yl)acetyl]-N-{phenyl-[4-(propan-2-yl)phenyl]methyl}pyrrolidine-2-carboxamide